FC=1C(=CC(=NC1)OC)C1=CC(=NN1COCC[Si](C)(C)C)C(=O)N1C(CCC(C1)C)C 1-[5-(5-fluoro-2-methoxypyridin-4-yl)-1-[[2-(trimethylsilyl)ethoxy]methyl]pyrazole-3-carbonyl]-2,5-dimethylpiperidine